(3S,4R)-4-((5-fluoro-7-isopropyl-6-methylpyrrolo[2,1-f][1,2,4]triazin-2-yl)amino)tetrahydro-2H-pyran-3-ol FC=1C(=C(N2N=C(N=CC21)N[C@H]2[C@@H](COCC2)O)C(C)C)C